(R)-N-(3-(5-fluoro-2-((2-fluoro-3-(methylsulfonyl)phenyl)amino)pyrimidin-4-yl)-1H-indol-7-yl)-2-(4-methyl-1,4-diazepan-1-yl)propanamide FC=1C(=NC(=NC1)NC1=C(C(=CC=C1)S(=O)(=O)C)F)C1=CNC2=C(C=CC=C12)NC([C@@H](C)N1CCN(CCC1)C)=O